C(C)(C)(C)OC(=O)N[C@@H](COC=1C=C(C(=O)OC)C=C(C1Cl)[N+](=O)[O-])CC=C methyl (R)-3-((2-((tert-butoxycarbonyl) amino) pent-4-en-1-yl) oxy)-4-chloro-5-nitrobenzoate